Pyridine-1,3-dicarboxylic acid 1-tert-butyl 3-methyl ester COC(=O)C=1CN(C=CC1)C(=O)OC(C)(C)C